CC1(C2(N(C3=CC=CC=C13)CCC(=O)O)OC1=CC=C(C=C1C=C2)N=O)C 3-(3',3'-dimethyl-6-nitrosospiro[chromene-2,2'-indoline]-1'-yl)propionic acid